1-(4-(6-Bromo-3H-imidazo[4,5-b]pyridin-3-yl)-2-(3-(difluoromethyl)-5-methyl-1H-pyrazol-1-yl)phenyl)ethan-1-one BrC=1C=C2C(=NC1)N(C=N2)C2=CC(=C(C=C2)C(C)=O)N2N=C(C=C2C)C(F)F